di-isononyl 1,2-cyclohexanedicarboxylate C1(C(CCCC1)C(=O)OCCCCCCC(C)C)C(=O)OCCCCCCC(C)C